C(C)C(COC=1C=C(C=C(C1)CCCCCCCCCCCCCCC)C1=CC=C(C=C1)COC(CCCN1CCN(CC1)CCO)=O)CCCC.ClC=1C=CC(=C(C(=O)NCCCCCCCC(=O)O)C1)O.N1CCSCC1 thiomorpholine 8-(5-chloro-2-hydroxybenzoamido)octanoate (3'-((2-ethylhexyl)oxy)-5'-pentadecyl-[1,1'-biphenyl]-4-yl)methyl-4-(4-(2-hydroxyethyl)piperazin-1-yl)butanoate